C(C)(=O)[O-].C(C)(=O)[O-].[Pd+2].C(CCC)P(C12CC3CC(CC(C1)C3)C2)C23CC1CC(CC(C2)C1)C3 n-butyldi-1-adamantylphosphine palladium diacetate